N-{4-[1-(4-fluorophenyl)-1H-[1,2,3]triazol-4-yl]phenyl}acetamide FC1=CC=C(C=C1)N1N=NC(=C1)C1=CC=C(C=C1)NC(C)=O